5,6-dimethoxy-1,2-indandione COC=1C=C2CC(C(C2=CC1OC)=O)=O